1-(2-(((2-chloropyridin-4-yl)amino)methyl)-6-cyclopropylimidazo[1,2-a]pyridin-8-yl)pyrrolidin-2-one ClC1=NC=CC(=C1)NCC=1N=C2N(C=C(C=C2N2C(CCC2)=O)C2CC2)C1